Dimethyl 2-ketoglutarate O=C(C(=O)OC)CCC(=O)OC